5-fluoroindoline-1-carbonyl chloride FC=1C=C2CCN(C2=CC1)C(=O)Cl